2,2'-[(4-bromophenyl)methylene]bis(1H-pyrrole) BrC1=CC=C(C=C1)C(C=1NC=CC1)C=1NC=CC1